O=C1N(C(CCC1N1C(C2=CC=CC(=C2C1=O)C=1C(=C(C=CC1)S(=O)(=O)N)[N+](=O)[O-])=O)=O)COCC[Si](C)(C)C (2-(2,6-dioxo-1-((2-(trimethylsilyl)ethoxy)methyl)piperidin-3-yl)-1,3-dioxoisoindolin-4-yl)-2-nitrobenzenesulfonamide